N-methyl-N-(2-(methylsulfonyl)ethyl)cyclohexylamine CN(CCS(=O)(=O)C)C1CCCCC1